[Si](C)(C)(C(C)(C)C)OCC=1C=C(C=CC1F)C1CC=NN1C(=O)C12CC(C1)(C2)COC=2N=CC(=NC2)C#N 5-((3-(5-(3-(((tert-Butyldimethylsilyl)oxy)methyl)-4-fluorophenyl)-4,5-dihydro-1H-pyrazole-1-carbonyl)bicyclo[1.1.1]pentan-1-yl)methoxy)pyrazine-2-carbonitrile